ethynyl-boric acid C(#C)OB(O)O